1,5,6,7-Tetrahydrocyclopenta[d]pyrimidin-4-one N1C=NC(C2=C1CCC2)=O